ClC=1SC=C(N1)CC1(CCN(CC1)C(=O)OCC)C(=O)[O-] ethyl 4-[(2-chlorothiazol-4-yl)methyl]piperidine-1,4-dicarboxylate